Ethyl 1-(3,5-bis(trifluoromethyl)benzoyl)-7-methylpyrrolo[1,2-a]quinoline-3-carboxylate FC(C=1C=C(C(=O)C2=CC(=C3N2C2=CC=C(C=C2C=C3)C)C(=O)OCC)C=C(C1)C(F)(F)F)(F)F